methyl N-[[5-[1-(2,6-difluoro-4-methoxy-phenyl)pyrazol-3-yl]-2-methyl-phenyl]methyl]carbamate FC1=C(C(=CC(=C1)OC)F)N1N=C(C=C1)C=1C=CC(=C(C1)CNC(OC)=O)C